C1(=CC=CC=C1)C=1S(CCS(C1)(=O)=O)(=O)=O 2,3-dihydro-5-phenyl-1,4-dithiine 1,1,4,4-tetroxide